2-methyl-7-ethyl-4-undecanol CC(C)CC(CCC(CCCC)CC)O